(R)-1-benzoyl-2-ethylpiperidine-2-formic acid C(C1=CC=CC=C1)(=O)N1[C@](CCCC1)(C(=O)O)CC